Gamma-(N,N-diethyl)aminopropyltrimethoxysilane C(C)N(CC)CCC[Si](OC)(OC)OC